Dodecatetraenal C(C=CC=CC=CC=CCCC)=O